COC1(COC1)C1=CC=C(C(=O)N2CCC(CC2)(C(=O)O)C2=CC=C(C=C2)C(F)(F)F)C=C1 1-(4-(3-methoxyoxetan-3-yl)benzoyl)-4-(4-(trifluoromethyl)phenyl)piperidine-4-carboxylic acid